C(C)(C)N(C1=CC2=C(C(=N1)N1CCNCC1)CNC2=O)C 6-(isopropyl-(methyl)amino)-4-(piperazin-1-yl)-2,3-dihydro-1H-pyrrolo[3,4-c]pyridin-1-one